O=C1N(C=CC=C1)CC1=CC=C(C#N)C=C1 4-((2-oxopyridin-1(2H)-yl)methyl)benzonitrile